o-methoxyphenyl-lithium COC1=C(C=CC=C1)[Li]